BrC1=NN(C(=C1)C(=O)OC)C methyl 3-bromo-1-methyl-1H-pyrazole-5-carboxylate